COC(=O)[C@@]1(N(C[C@H](C1)F)C(=O)OC(C)(C)C)CC(=C)CCl (2r,4s)-2-[2-(chloromethyl)prop-2-en-1-yl]-4-fluoropyrrolidine-1,2-dicarboxylic acid 1-tert-butyl 2-methyl ester